CC1CCC=2C=C(NC2C1=O)C(=O)OCC ethyl 6-methyl-7-oxo-4,5,6,7-tetrahydro-1H-indole-2-carboxylate